2-[(3R,5S)-3,5-dimethylpiperazin-1-yl]pyrimidine-5-sulfonamide C[C@@H]1CN(C[C@@H](N1)C)C1=NC=C(C=N1)S(=O)(=O)N